2-(2,6-dioxopiperidin-3-yl)-5-(4-hydroxy-1-(pyrazolo[1,5-a]pyridin-3-yl)piperidin-4-yl)isoindoline-1,3-dione O=C1NC(CCC1N1C(C2=CC=C(C=C2C1=O)C1(CCN(CC1)C=1C=NN2C1C=CC=C2)O)=O)=O